FC1=C(C=CC(=C1)F)[C@@](CN1N=CN=C1)([C@@H](C)C1=NC=NC=C1F)O (2r,3s)-2-(2,4-difluorophenyl)-3-(5-fluoro-4-pyrimidinyl)-1-(1H-1,2,4-triazol-1-yl)-2-butanol